tert-butyl (5-(4-amino-1H-pyrazol-1-yl)pentyl)carbamate NC=1C=NN(C1)CCCCCNC(OC(C)(C)C)=O